FC1=CC=C(C=C1)NC(=O)N1C2=C(OC(C1)C)C=CC=C2 N-(4-fluorophenyl)-2-methyl-2H-benzo[b][1,4]oxazine-4(3H)-carboxamide